ClC1=CC=C(C=C1)C=1C=C2C(=NC1)NN=C2C(=O)C=2C(=C(C=CC2F)NS(=O)(=O)CCC)F N-(3-(5-(4-chlorophenyl)-1H-pyrazolo[3,4-b]pyridine-3-carbonyl)-2,4-difluorophenyl)-propane-1-sulfonamide